BrC=1C=C2C(=NC1)N(N=C2CO)C (5-bromo-1-methyl-1H-pyrazolo[3,4-b]pyridin-3-yl)methanol